ClC1=C(C=CC=C1Cl)SC=1SC2=C(N1)SC(=N2)N2CCC1(CC2)[C@@H](C2=CC=CC=C2C1)NS(=O)C(C)(C)C N-((S)-1'-(5-((2,3-dichlorophenyl)thio)thiazolo[5,4-d]thiazol-2-yl)-1,3-dihydrospiro[inden-2,4'-piperidin]-1-yl)-2-methylpropan-2-sulfinamide